N1C=CC=2C1=NC=C(C2)OC2=C(C(=O)NS(=O)(=O)C1=CC(=C(C=C1)NCC1CCOCC1)[N+](=O)[O-])C=CC(=C2)OC2CCC(CC2)N2C(CCC2)C2=C(C=CC=C2)C2CC2 2-((1H-pyrrolo[2,3-b]pyridin-5-yl)oxy)-4-((4-(2-(2-cyclopropylphenyl)pyrrolidin-1-yl)cyclohexyl)oxy)-N-((3-nitro-4-(((tetrahydro-2H-pyran-4-yl)methyl)amino)phenyl)sulfonyl)benzamide